6,8-dihydroxy-1,2,3,4-tetrahydroisoquinoline-3-carboxylic acid OC=1C=C2CC(NCC2=C(C1)O)C(=O)O